[2-[6-(4-Acetylpiperazin-1-yl)-4-oxoquinazolin-3-yl]acetylamino]-3-(4-chlorophenyl)propanamide C(C)(=O)N1CCN(CC1)C=1C=C2C(N(C=NC2=CC1)CC(=O)NC(C(=O)N)CC1=CC=C(C=C1)Cl)=O